3-hydroxy-5-(thiacyclohex-3-yl)cyclohex-2-en-1-one OC1=CC(CC(C1)C1CSCCC1)=O